2-[[(2R)-3-(tert-Butoxycarbonylamino)-2-hydroxy-propionyl]amino]-4-methyl-thiazole-5-carboxylic acid propyl ester C(CC)OC(=O)C1=C(N=C(S1)NC([C@@H](CNC(=O)OC(C)(C)C)O)=O)C